4'-chloro-9'-(piperazin-1-yl)-5'H-spiro[cyclohexane-1,7'-indolo[1,2-a]quinazolin]-5'-one ClC=1C=2C(N=C3N(C2C=CC1)C1=CC=C(C=C1C31CCCCC1)N1CCNCC1)=O